FC(C1=NC=CC(=N1)NC(=O)[C@H]1CC12CCN(CC2)C(=O)OC(C(F)(F)F)C(F)(F)F)(F)F 1,1,1,3,3,3-Hexafluoropropan-2-yl (S)-1-((2-(trifluoromethyl)pyrimidin-4-yl)carbamoyl)-6-azaspiro[2.5]octan-6-carboxylat